indol-3-ylmethyleneindandione N1C=C(C2=CC=CC=C12)C=C1C(C(C2=CC=CC=C12)=O)=O